O1C(CCCC1)OCCC1CCC(CC1)\C=N/O (Z)-4-(2-((tetrahydro-2H-pyran-2-yl)oxy)ethyl)cyclohexane-1-carbaldehyde oxime